hydrogen fumarate C(\C=C\C(=O)[O-])(=O)O